(S)-Azetidin-1-yl(2-benzyl-4-(3-(2,4-difluoro-3-hydroxy-5-(trifluoromethyl)phenyl)-1-methyl-1H-pyrazolo[3,4-d]pyrimidin-6-yl)piperazin-1-yl)methanone N1(CCC1)C(=O)N1[C@H](CN(CC1)C1=NC=C2C(=N1)N(N=C2C2=C(C(=C(C(=C2)C(F)(F)F)F)O)F)C)CC2=CC=CC=C2